BrC1=NN=C(S1)CN (5-bromo-1,3,4-thiadiazol-2-yl)methylamine